1-(2,2-difluoroethyl)-6-((3S,5R)-3-methyl-5-(((2-(trifluoromethyl)pyridine-3-yl)oxy)methyl)piperidin-1-yl)-1H-pyrazolo[3,4-b]pyrazine FC(CN1N=CC=2C1=NC(=CN2)N2C[C@H](C[C@H](C2)COC=2C(=NC=CC2)C(F)(F)F)C)F